FC=1C=CC(=C(C(=O)N(C(C)C)C(C)C)C1)OC=1C(=NC=NC1)N1CC2(CC1)CN(C(C2)CC2=CC=C(C=C2)F)CCO 5-fluoro-2-((4-(8-(4-fluorobenzyl)-7-(2-hydroxyethyl)-2,7-diazaspiro[4.4]non-2-yl)pyrimidin-5-yl)oxy)-N,N-diisopropylbenzamide